2-(3-(3-(4,4,5,5-Tetramethyl-1,3,2-dioxaborolan-2-yl)phenoxy)phenyl)pyridine CC1(OB(OC1(C)C)C=1C=C(OC=2C=C(C=CC2)C2=NC=CC=C2)C=CC1)C